CN1C(=C2OC[C@@H]3[C@H](NS(C2=C1)(=O)=O)CN(C3)C(=O)C=3C=NN(C3)C)C(=O)NC3=CC(=C(C(=C3)F)F)F cis-7-methyl-2-(1-methyl-1H-pyrazole-4-carbonyl)-N-(3,4,5-trifluorophenyl)-2,3,3a,4,10,10a-hexahydro-1H,7H-dipyrrolo[3,4-b:3',4'-f][1,4,5]oxathiazocine-8-carboxamide 5,5-dioxide